NCC1=CC=C(C(=O)NC2=C(C=CC(=C2)OC2=CC=CC=C2)O)C=C1 4-(Aminomethyl)-N-(2-hydroxy-5-phenoxy-phenyl)benzamide